((Phenoxycarbonyl)oxy)methyl (2S,3R)-2-ethyl-4-hydroxy-3-((1-methyl-1H-imidazol-5-yl)methyl)butanoate C(C)[C@H](C(=O)OCOC(=O)OC1=CC=CC=C1)[C@H](CO)CC1=CN=CN1C